5-hydrazinyl-1-isopropyl-4-methyl-1H-pyrazole N(N)C1=C(C=NN1C(C)C)C